1-((2R,4R,5R)-5-(chloromethyl)-3,3-difluoro-5-(hydroxymethyl)-4-((4-methoxyphenyl)diphenylmethoxy)tetrahydrofuran-2-yl)pyrimidine-2,4(1H,3H)-dione ClC[C@]1([C@H](C([C@@H](O1)N1C(NC(C=C1)=O)=O)(F)F)OC(C1=CC=CC=C1)(C1=CC=CC=C1)C1=CC=C(C=C1)OC)CO